3-Acetyl-2-amino-4-bromo-5-fluorobenzoic acid methyl ester COC(C1=C(C(=C(C(=C1)F)Br)C(C)=O)N)=O